C(C1=CC=CC=C1)C1=CC=CC(=N1)C1=NC2=CC=CC=C2C=N1 2-(6-Benzylpyridin-2-yl)quinazolin